ClC1=C(CNC(=O)C2C=3C=CC=NC3C(CC2)O)C(=CC(=C1)Cl)CO N-(2,4-dichloro-6-(hydroxymethyl)benzyl)-8-hydroxy-5,6,7,8-tetrahydroquinoline-5-carboxamide